3-[(3,7-dimethyloct-6-enyl)thio]-2-methylpropan CC(CCSCC(C)C)CCC=C(C)C